COCCOC=1C=NC=CC1C1=CC=2C(NCC3(C2N1)CC3)=O 2'-(3-(2-methoxyethoxy)pyridin-4-yl)-5',6'-dihydrospiro[cyclopropane-1,7'-pyrrolo[3,2-c]pyridin]-4'(1'H)-one